CC=1C=C(C=C(C1)C)C1=C2CC(=CC2=CC=2OCCOC21)C 5-(3,5-dimethylphenyl)-7-methyl-2,3-dihydro-6H-indeno[5,6-b][1,4]dioxin